tert-Butyl (2S,4S)-4-hydroxy-2-(((3R,5R)-1-isobutyryl-5-(methoxycarbonyl)pyrrolidin-3-yl)carbamoyl)pyrrolidine-1-carboxylate O[C@H]1C[C@H](N(C1)C(=O)OC(C)(C)C)C(N[C@H]1CN([C@H](C1)C(=O)OC)C(C(C)C)=O)=O